P(=O)(O)(O)OC[C@@H]1CC[C@@H](O1)N1C=CC=2C(=O)NC(N)=NC12 7-deaza-dideoxyguanosine monophosphate